ClC=1C=C2C=C(NC2=CC1OCC1=CC(=NO1)C)CNC(COCCOC)=O N-((5-chloro-6-((3-methylisoxazol-5-yl)methoxy)-1H-indol-2-yl)methyl)-2-(2-methoxyethoxy)acetamide